7-(3,4-difluorophenyl)-1-(2-morpholinoethyl)-3,4-dihydro-quinolin-2(1H)-one FC=1C=C(C=CC1F)C1=CC=C2CCC(N(C2=C1)CCN1CCOCC1)=O